1-(2-(4-cyanophenyl)-1H-benzo[d]imidazol-5-yl)-3-(5-methoxy-2,2-dimethyl-2H-chromen-6-yl)urea C(#N)C1=CC=C(C=C1)C1=NC2=C(N1)C=CC(=C2)NC(=O)NC=2C(=C1C=CC(OC1=CC2)(C)C)OC